benzyl 4-[6-(1-naphthylcarbamoyl)-2-(3-pyridyl)pyrimidin-4-yl]piperazine-1-carboxylate C1(=CC=CC2=CC=CC=C12)NC(=O)C1=CC(=NC(=N1)C=1C=NC=CC1)N1CCN(CC1)C(=O)OCC1=CC=CC=C1